3-(trifluoromethyl)-6,7,7a,8,10,11-hexahydro-9H-pyrazino[1,2-d]pyrido[3,2-b][1,4]thiazepin FC(C1=CC=2SCCC3N(C2N=C1)CCNC3)(F)F